C(C=CC1=CC=CC=C1)(=O)/C=C/C(=O)NN (E)-3-cinnamoylacrylohydrazide